N-(3-cyano-4-fluorophenyl)-3-(6-isopropoxypyridin-3-yl)-1-oxo-2-(2,2,2-trifluoroethyl)-1,2,3,4-tetrahydroisoquinoline-4-carboxamide C(#N)C=1C=C(C=CC1F)NC(=O)C1C(N(C(C2=CC=CC=C12)=O)CC(F)(F)F)C=1C=NC(=CC1)OC(C)C